S1C2=C(C=C1C(C(=O)NC(C)(C)C)N(C(CCCN1CC=CC=C1)=O)CCCN(CCCC)CCCC)C=CC=C2 N-(1-(benzo[b]thiophen-2-yl)-2-(tert-butylamino)-2-oxoethyl)-N-(3-(dibutylamino)propyl)-4-(pyridin-1-yl)butanamide